(R)-5-(benzyloxy)-4-((tert-butoxycarbonyl)amino)-5-oxopentanoic acid C(C1=CC=CC=C1)OC([C@@H](CCC(=O)O)NC(=O)OC(C)(C)C)=O